OC1=C(C(=NC(=C1C(=O)N(C)C)C)C)C(=O)N 4-hydroxy-5-N,5-N,2,6-tetramethylpyridine-3,5-dicarboxamide